Butyramide C(CCC)(=O)N